ClC1=C(C=CC=C1)OB(O)O 2-chlorophenyl-boric acid